trans-8-((4-((cyclobutylmethyl)(4-fluorophenyl)amino)cyclohexyl)(methyl)amino)-5-methyl-6-oxo-5,6-dihydro-1,5-naphthyridine-2-carbonitrile C1(CCC1)CN([C@@H]1CC[C@H](CC1)N(C1=CC(N(C=2C=CC(=NC12)C#N)C)=O)C)C1=CC=C(C=C1)F